(7R)-9-butyl-7-isobutyl-4,8-dioxo-N-(pyridin-4-ylmethyl)octahydropyrimido[1,2-a][1,4]diazepine-1(2H)-carboxamide C(CCC)N1CC2N(C[C@H](C1=O)CC(C)C)C(CCN2C(=O)NCC2=CC=NC=C2)=O